CC1=CC2=C(C(N3C(O2)CCC3)=O)C=C1 6-methyl-1,2,3,3a-tetrahydro-9H-benzo[e]pyrrolo[2,1-b][1,3]oxazin-9-one